FC1=C2C(=CNC2=CC=C1F)C=O 4,5-difluoro-1H-indole-3-carbaldehyde